C(CCC)OC1=NC(=C2N=C(N(C2=N1)C1OCCCC1)OC)N 2-butoxy-8-methoxy-9-(tetrahydro-2H-pyran-2-yl)-9H-purin-6-amine